C1(=CC=CC=C1)P(C1=C(C2=CC=CC=C2C=C1)C(=O)C1(C(CCCC1)(N)C(=O)C1=C(C=CC2=CC=CC=C12)P(C1=CC=CC=C1)C1=CC=CC=C1)N)C1=CC=CC=C1 bis(2-diphenylphosphino-1-naphthaloyl)-1,2-cyclohexanediamine